ethylene bis[3,3-bis[3-(1,1-di-methylethyl)-4-hydroxyphenyl]butanoate] CC(C)(C)C=1C=C(C=CC1O)C(CC(=O)OCCOC(CC(C)(C1=CC(=C(C=C1)O)C(C)(C)C)C1=CC(=C(C=C1)O)C(C)(C)C)=O)(C)C1=CC(=C(C=C1)O)C(C)(C)C